C(C)(C)(C)OC(N(C1=NC=CC(=C1F)C)C(C)(C)C)=O tert-butyl-N-(3-fluoro-4-methyl-2-pyridinyl)carbamic acid tert-butyl ester